(1S,2R)-2-methyl-N-(8-(methylamino)-5-(6-((S)-2-methylmorpholino)-[1,2,4]triazolo[1,5-a]pyridin-2-yl)-2,7-naphthyridin-3-yl)cyclopropane-1-carboxamide C[C@H]1[C@H](C1)C(=O)NC=1N=CC2=C(N=CC(=C2C1)C1=NN2C(C=CC(=C2)N2C[C@@H](OCC2)C)=N1)NC